2-(2-((2S,3R)-2-(cyclopentyloxy)-3-(3,5-dimethoxy-4-methylphenyl)-3-hydroxypropyl)thiazol-4-yl)acetic acid C1(CCCC1)O[C@@H](CC=1SC=C(N1)CC(=O)O)[C@H](O)C1=CC(=C(C(=C1)OC)C)OC